FC1=C(C=C(C#N)C=C1)S(=O)(=O)N1CCC2(C[C@@H](CO2)N2CCC(CC2)(C)O)CC1 (S)-4-fluoro-3-((3-(4-hydroxy-4-methylpiperidin-1-yl)-1-oxa-8-azaspiro[4.5]decan-8-yl)sulfonyl)benzonitrile